O[C@@H]1[C@H](COC1)OC1=NN(C=C1NC=1N=CC2=C(N1)N(C(=C2)C#N)[C@H](COC)C)C([2H])([2H])[2H] 2-((3-(((3S,4S)-4-hydroxytetrahydrofuran-3-yl)oxy)-1-(methyl-d3)-1H-pyrazol-4-yl)amino)-7-((S)-1-methoxypropan-2-yl)-7H-pyrrolo[2,3-d]pyrimidine-6-carbonitrile